tert-butyl 4-({2-[bis(3-chloro-4-fluorophenyl)methyl]-1H-imidazol-4-yl}sulfanyl)piperidine-1-carboxylate ClC=1C=C(C=CC1F)C(C=1NC=C(N1)SC1CCN(CC1)C(=O)OC(C)(C)C)C1=CC(=C(C=C1)F)Cl